(S)-benzyl 2-(2-((tert-butoxycarbonyl)(methyl)amino)-3-cyclohexylpropanoyl)hydrazinecarboxylate C(C)(C)(C)OC(=O)N([C@H](C(=O)NNC(=O)OCC1=CC=CC=C1)CC1CCCCC1)C